N2-[4-(1-benzyltriazol-4-yl)phenyl]-N4-[2-(6-methyl-2-pyridyl)pyrimidin-4-yl]pyrimidine-2,4-diamine C(C1=CC=CC=C1)N1N=NC(=C1)C1=CC=C(C=C1)NC1=NC=CC(=N1)NC1=NC(=NC=C1)C1=NC(=CC=C1)C